(4-Cyclopropyl-2-methylpyridin-3-yl)methanol C1(CC1)C1=C(C(=NC=C1)C)CO